FC1=C2CN(C(C2=C(C(=C1N1C(C(NC(C1([2H])[2H])([2H])[2H])([2H])[2H])([2H])[2H])F)F)=O)C1C(NC(CC1)=O)=O 3-(4,6,7-Trifluoro-1-oxo-5-(piperazin-1-yl-2,2,3,3,5,5,6,6-d8)isoindoline-2-yl)piperidine-2,6-dione